triethylene glycol di(p-toluenesulfonate) CC1=CC=C(C=C1)S(=O)(=O)OCCOCCOCCOS(=O)(=O)C1=CC=C(C)C=C1